(R)-N-(1-(3-(trifluoromethoxy)phenyl)-1,4,5,7-tetrahydropyrano[3,4-c]pyrazol-4-yl)-5,6,7,8-tetrahydroimidazo[1,5-a]pyridine-1-carboxamide FC(OC=1C=C(C=CC1)N1N=CC2=C1COC[C@@H]2NC(=O)C=2N=CN1C2CCCC1)(F)F